C1(CC1)C(=O)NC1=CC=C2C(=N1)NC=C2 6-(cyclopropanecarboxamido)-1H-pyrrolo[2,3-b]pyridin